(R)-1-(5-amino-3-(3-amino-3H-spiro[benzofuran-2,4'-piperidine]-1'-yl)-6-((2-(oxazol-2-yl)pyrimidin-4-yl)sulfanyl)pyrazin-2-yl)ethanone NC=1N=C(C(=NC1SC1=NC(=NC=C1)C=1OC=CN1)C(C)=O)N1CCC2(CC1)OC1=C([C@H]2N)C=CC=C1